2-[2-(aminomethyl)-3,3-difluoro-allyl]-4-[2-(1-ethylpyrazol-4-yl)-4-pyridyl]-1,2,4-triazol-3-one NCC(CN1N=CN(C1=O)C1=CC(=NC=C1)C=1C=NN(C1)CC)=C(F)F